C1(CCCC1)S(=O)(=O)C=1C=C(C=CC1)NC(C1=C(N=C(C=C1)OC)N1CCC2(CC2)CC1)=O N-(3-(cyclopentylsulfonyl)phenyl)-6-methoxy-2-(6-azaspiro[2.5]octan-6-yl)nicotinamide